3-(3-isopropyl-1H-indol-5-yl)benzoic acid ethyl ester C(C)OC(C1=CC(=CC=C1)C=1C=C2C(=CNC2=CC1)C(C)C)=O